methyl (E)-3-[2-[(E)-(4-fluorophenyl)methyleneamino]-phenyl]prop-2-enoate FC1=CC=C(C=C1)\C=N\C1=C(C=CC=C1)/C=C/C(=O)OC